BrC1=C(C(=CC2=C(N(N=C12)C)C1(CN(C1)C(=O)OC(C)(C)C)O)[N+](=O)[O-])C(=O)C1=C(C=CC(=C1)F)Cl 2-methylpropan-2-yl 3-{7-bromo-6-[(2-chloro-5-fluorophenyl)carbonyl]-2-methyl-5-nitroindazol-3-yl}-3-hydroxyazetidine-1-carboxylate